[N+](=O)([O-])C1=CC=C(C=C1)[I+]C1=CC=C(C=C1)[N+](=O)[O-] bis(4-nitrophenyl)iodonium